5-[[5-(2-fluoro-4-pyridinyl)indan-4-yl]amino]-1-(2-trimethylsilylethoxymethyl)-1,2,4-triazol-3-sulfinic acid ammonium [NH4+].FC1=NC=CC(=C1)C=1C(=C2CCCC2=CC1)NC1=NC(=NN1COCC[Si](C)(C)C)S(=O)O